NCCCNCCOC1=CC=C2C(=CC=NC2=C1)Cl (3-aminopropyl)({2-[(4-chloroquinolin-7-yl)oxy]}Ethyl)amine